2-(2-(2-chloroethoxy)ethoxy)ethanol ClCCOCCOCCO